Ethyl (2-cyano-2-(2-(3,5-dichloro-4-((3-isopropyl-1H-pyrazolo[3,4-c]pyridazin-5-yl)oxy)phenyl)hydrazineylidene)acetyl)carbamate C(#N)C(C(=O)NC(OCC)=O)=NNC1=CC(=C(C(=C1)Cl)OC=1C=C2C(=NN1)NN=C2C(C)C)Cl